C(N)(=O)[C@H]1NC([C@H]2N(C([C@H](CCCC[C@@H]3[C@H](C1)C(NCC3)=O)NC(OC(C)(C)C)=O)=O)C[C@H]3[C@@H]2CCC3)=O tert-butyl ((4aS,9S,12aR,15aS,15bS,18S,19aS)-18-carbamoyl-1,10,16-trioxodocosahydro-1H-cyclopenta[3,4]pyrrolo[1,2-a]pyrido[3,4-g][1,4]diazacyclotetradecin-9-yl)carbamate